(2-hydroxypropyl)-1H-imidazole-2-carboxylic acid OC(CN1C(=NC=C1)C(=O)O)C